6-chloro-N2,4-dimethylpyridine-2,3-diamine Iron [Fe].ClC1=CC(=C(C(=N1)NC)N)C